(S)-6-(3-((4-Methyl-4H-1,2,4-triazol-3-yl)methyl)oxetan-3-yl)-2-(4-((3-methyl-piperidin-1-yl)methyl)benzofuran-6-yl)isoindolin-1-one CN1C(=NN=C1)CC1(COC1)C1=CC=C2CN(C(C2=C1)=O)C1=CC2=C(C=CO2)C(=C1)CN1C[C@H](CCC1)C